3-(Cyclopropylmethyl)-4-(3-(2,4-difluoro-3-hydroxy-5-(trifluoromethyl)phenyl)-1-methyl-1H-pyrazolo[3,4-d]pyrimidin-6-yl)-N,N-dimethylpiperazine-1-carboxamide C1(CC1)CC1CN(CCN1C1=NC=C2C(=N1)N(N=C2C2=C(C(=C(C(=C2)C(F)(F)F)F)O)F)C)C(=O)N(C)C